(R)-N-ethyl-5-fluoro-N-isopropyl-2-((5-(2-(6-(isopropyl(methyl)amino)-2-methylhexan-3-yl)-2,6-diazaspiro[3.4]octan-6-yl)-1,2,4-triazin-6-yl)oxy)benzamide fumarate C(\C=C\C(=O)O)(=O)O.C(C)N(C(C1=C(C=CC(=C1)F)OC1=C(N=CN=N1)N1CC2(CN(C2)[C@@H](C(C)C)CCCN(C)C(C)C)CC1)=O)C(C)C